FC1=CC(N(N=C1)CC1=CC=C(C=C1)OC)=O 5-fluoro-2-[(4-methoxyphenyl)methyl]pyridazin-3-one